BrC1=C2C=NN(C2=C(C=C1)[N+](=O)[O-])COCC[Si](C)(C)C 4-bromo-7-nitro-1-((2-(trimethylsilyl)ethoxy)methyl)-1H-indazole